3,5-difluoro-4-((7-methoxy-1H-imidazo[4,5-c][1,8]naphthyridin-1-yl)methyl)benzenesulfonamide FC=1C=C(C=C(C1CN1C=NC=2C=NC=3N=C(C=CC3C21)OC)F)S(=O)(=O)N